ethoxy-2,2-dimethyl-1-[rac-(5S,7S)-7-fluoro-5-phenyl-6,7-dihydro-5H-pyrrolo[1,2-b][1,2,4]triazol-2-yl]propan-1-one C(C)OCC(C(=O)C=1N=C2N(N1)[C@@H](C[C@@H]2F)C2=CC=CC=C2)(C)C |r|